IC=1C=2N(C(=NC1)N1CC3=C([C@H](CC1)N[S@](=O)C(C)(C)C)C=CC=C3)C=CN2 (R)-N-((S)-2-(8-iodoimidazo[1,2-c]pyrimidin-5-yl)-2,3,4,5-tetrahydro-1H-benzo[c]azepin-5-yl)-2-methylpropane-2-sulfinamide